[Cl-].C1(=C(C=CC=C1)P(C1=C(C=CC=C1)C)[NH3+])C (ditolylphosphino)ammonium chloride